(2,2-diphenylethyl)-5-hydroxy-6-oxo-1,6-dihydropyrimidine-4-carboxylic acid methyl ester COC(=O)C=1N=CN(C(C1O)=O)CC(C1=CC=CC=C1)C1=CC=CC=C1